4'-(5-chloro-2-methoxyphenyl)-4-methyl-2-oxo-2H-[1,2'-bipyridine]-5'-carboxylic acid ClC=1C=CC(=C(C1)C1=CC(=NC=C1C(=O)O)N1C(C=C(C=C1)C)=O)OC